(6-bromopyrazin-2-yl)-6-cyclopropyl-7-(2,2-difluoroethoxy)imidazo[1,2-b]pyridazine BrC1=CN=CC(=N1)C=1N=C2N(N=C(C(=C2)OCC(F)F)C2CC2)C1